4-Aminomethyl-6,7-dimethyl-1,3-dihydro-pyrrolo[3,4-c]pyridine-2-carboxylic acid tert-butyl ester C(C)(C)(C)OC(=O)N1CC=2C(=NC(=C(C2C1)C)C)CN